2-(2,4-dichlorophenyl)ethanamine ClC1=C(C=CC(=C1)Cl)CCN